methyl 3-(tert-butoxycarbonylamino)-6-pent-4-enoyl-5-(trifluoromethyl)pyridine-2-carboxylate C(C)(C)(C)OC(=O)NC=1C(=NC(=C(C1)C(F)(F)F)C(CCC=C)=O)C(=O)OC